(S,E)-2-methyl-N-((5-(trifluoromethyl)pyridin-2-yl)methylene)propane-2-sulfinamide CC(C)(C)[S@](=O)/N=C/C1=NC=C(C=C1)C(F)(F)F